6-(2-((tert-Butyldimethylsilyl)oxy)ethoxy)-N2-(5-chloropyrazolo[1,5-a]pyrimidin-7-yl)pyridine-2,4-diamine [Si](C)(C)(C(C)(C)C)OCCOC1=CC(=CC(=N1)NC1=CC(=NC=2N1N=CC2)Cl)N